tert-butyl (R)-((1-(3-chloro-4-ethoxybenzyl)pyrrolidin-3-yl)methyl)carbamate ClC=1C=C(CN2C[C@H](CC2)CNC(OC(C)(C)C)=O)C=CC1OCC